NC1=C2C(=NC=N1)N(N=C2C2=CC=C(C=C2)OC2=CC=CC=C2)C2CCN(CC2)C(CC2=CC=C(CSC1=C3C(N(C(C3=CC=C1)=O)C1C(NC(CC1)=O)=O)=O)C=C2)=O 4-((4-(2-(4-(4-amino-3-(4-phenoxyphenyl)-1H-pyrazolo[3,4-d]pyrimidin-1-yl)piperidine-1-yl)-2-oxoethyl)benzyl)thio)-2-(2,6-dioxopiperidin-3-yl)isoindoline-1,3-dione